6-chloro-8-[(1S,2S)-2-[5-(trifluoromethyl)-2-pyridyl]cyclopropyl]imidazo[1,2-b]pyridazine ClC=1C=C(C=2N(N1)C=CN2)[C@@H]2[C@H](C2)C2=NC=C(C=C2)C(F)(F)F